C(C=CCCCCC)(=O)OC(C=CCCCCC)=O octenic anhydride